C1OC2=C(C3=CC(=CC=C3C=C2)Br)C2=C(C=CC3=CC=C(C=C23)C2=CC=C(C=C2)C2CCC(CC2)CCC)O1 2,2'-methylenedioxy-7-bromo-7'-[4-(4-propyl-cyclohexyl)phenyl]-[1,1']binaphthyl